N-(1-methylbenzo[d]imidazol-5-yl)butanamide CN1C=NC2=C1C=CC(=C2)NC(CCC)=O